FC(C1=NC(=CC(=C1)C=1C=C(C=CC1OC1=C(C=C(C=C1)F)F)NS(=O)(=O)CC)C)F N-(3-(2-(difluoromethyl)-6-methylpyridin-4-yl)-4-(2,4-difluorophenoxy)phenyl)ethanesulfonamide